BrC1=C2C(=C3C=CC(=NC3=C1F)OC[C@H]1N(CCC1)C)COC2 4-Bromo-5-fluoro-7-[[(2S)-1-methylpyrrolidin-2-yl]methoxy]-1,3-dihydrofuro[3,4-f]quinoline